COC(C1=C(C(=C(C(=C1)\C=C\OCC)N)[N+](=O)[O-])F)=O (E)-4-amino-5-(2-ethoxyvinyl)-2-fluoro-3-nitrobenzoic acid methyl ester